n-docosanoate CCCCCCCCCCCCCCCCCCCCCC(=O)O